N(C(=N)N)NCN1C(OC(=N1)C1=CC=C(C=C1)C#CCC1CCCC1)=S 3-guanidinoaminomethyl-5-(4-(3-cyclopentylprop-1-yn-1-yl)phenyl)-1,3,4-oxadiazole-2(3H)-thione